COC=1C=C2C(=C(C(N(C2=CC1O[C@@H]1COCC1)C)=O)C#N)N1CCC(CC1)C=1OC2=C(N1)C=C(C=C2)C 6-methoxy-1-methyl-4-[4-(5-methyl-1,3-benzoxazol-2-yl)piperidin-1-yl]-2-oxo-7-{[(3S)-oxolan-3-yl]oxy}-1,2-dihydroquinoline-3-carbonitrile